3-(trifluoromethyl)-6,7-dihydropyrano[4,3-c]pyrazol FC(C=1C=2C(=NN1)CCOC2)(F)F